7-(cyclohex-1-en-1-yl)-N-[(4S)-3,4-dihydro-2H-1-benzopyran-4-yl]-3-isopropylthieno[3,2-b]pyridine-2-carboxamide C1(=CCCCC1)C1=C2C(=NC=C1)C(=C(S2)C(=O)N[C@H]2CCOC1=C2C=CC=C1)C(C)C